5-cyclopropyl-N-(2-methoxy-3-(1-methyl-1H-imidazol-2-yl)phenyl)pyrazolo[1,5-a]pyrimidine-3-carboxamide C1(CC1)C1=NC=2N(C=C1)N=CC2C(=O)NC2=C(C(=CC=C2)C=2N(C=CN2)C)OC